FC1(CCC(N(C1)C(=O)OC(C)(C)C)=O)F 1,1-dimethylethyl 5,5-difluoro-2-oxo-1-piperidinecarboxylate